The molecule is an ellagitannin isolated from the dried flower buds of Eugenia caryophyllata. It exhibits alpha-glucosidase inhibitory activity and antiviral activity against acyclovir and phosphonoacetic acid (PAA)-resistant herpes simplex virus type 1 (HSV-1) as well as the wild-type HSV-1. It has a role as an antifungal agent, an anti-HSV-1 agent, an antineoplastic agent, an EC 3.2.1.20 (alpha-glucosidase) inhibitor and a metabolite. It is a lactone, a beta-D-glucoside, an ellagitannin and a gallate ester. It derives from a gallic acid. It is a conjugate acid of a tellimagrandin II(1-). C1[C@@H]2[C@H]([C@@H]([C@H]([C@@H](O2)OC(=O)C3=CC(=C(C(=C3)O)O)O)OC(=O)C4=CC(=C(C(=C4)O)O)O)OC(=O)C5=CC(=C(C(=C5)O)O)O)OC(=O)C6=CC(=C(C(=C6C7=C(C(=C(C=C7C(=O)O1)O)O)O)O)O)O